BrC1=CC=C(C=C1)[C@@H](C)[C@@](C(=O)[O-])(CC(=O)[O-])C (S)-2-((R)-1-(4-bromophenyl) ethyl)-2-methylsuccinate